6-methoxy-2-methylbenzo[d]thiazole COC1=CC2=C(N=C(S2)C)C=C1